2-[6-[1-(2-Bromoacetyl)piperidin-4-yl]-4-oxoquinazolin-3-yl]-N-[(3-chloro-4-cyanophenyl)methyl]-N-methylacetamide BrCC(=O)N1CCC(CC1)C=1C=C2C(N(C=NC2=CC1)CC(=O)N(C)CC1=CC(=C(C=C1)C#N)Cl)=O